6-fluoro-4-methoxy-2-(3-thienyl)-5-(trifluoromethyl)pyrimidine FC1=C(C(=NC(=N1)C1=CSC=C1)OC)C(F)(F)F